ClC1=NNC2=NC=CC(=C21)C=2C(=NN1C2COC(C1)(C([2H])([2H])[2H])C([2H])([2H])[2H])C1=NC=C(C=C1)F 3-(3-Chloro-1H-pyrazolo[3,4-b]pyridin-4-yl)-2-(5-fluoropyridin-2-yl)-6,6-bis(methyl-d3)-6,7-dihydro-4H-pyrazolo[5,1-c][1,4]oxazine